2-Pentyl-Furan C(CCCC)C=1OC=CC1